O1C(CCCC1)OCC=1C=C(C=NC1)OC(C)O ((5-(((tetrahydro-2H-pyran-2-yl)oxy)methyl)pyridin-3-yl)oxy)ethan-1-ol